N-(1-(2-((tert-butyldimethylsilyl)oxy)ethyl)-1H-1,2,4-triazol-3-yl)-6-methyl-4-(trifluoromethyl)pyridin-2-amine [Si](C)(C)(C(C)(C)C)OCCN1N=C(N=C1)NC1=NC(=CC(=C1)C(F)(F)F)C